CN1CC(C1)(C)[C@@](C=1C=C(C=NC1)N1C(OC2(C1)CCCC2)=O)(C2=CC=C(C=C2)C(C)C)O 3-{5-[(R)-(1,3-dimethyl-azetidin-3-yl)-hydroxy-(4-isopropyl-phenyl)-methyl]-pyridin-3-yl}-1-oxa-3-aza-spiro[4.4]nonan-2-one